tert-butyl 4-(3,6-dichloropyridazin-4-yl)-3-(hydroxymethyl)piperazine-1-carboxylate ClC=1N=NC(=CC1N1C(CN(CC1)C(=O)OC(C)(C)C)CO)Cl